CS(=O)(=O)C=1N=CC2=C(N1)NC(C=C2C#C[Si](CC)(CC)CC)=O 2-(methylsulfonyl)-5-((triethylsilyl)ethynyl)pyrido[2,3-d]pyrimidin-7(8H)-one